2-chloro-3-(methyl)-4-(methylsulfonyl)benzoic acid ClC1=C(C(=O)O)C=CC(=C1C)S(=O)(=O)C